C(C1=CC=CC=C1)O[C@@](C(=O)NN)(CCC=C)C(F)(F)F (R)-2-(benzyloxy)-2-(trifluoromethyl)hex-5-enehydrazide